(S)-N-(2-(2-cyanopyrrolidin-1-yl)-2-oxoethyl)-6-(3-(piperazin-1-yl)propoxy)quinoline-4-carboxamide C(#N)[C@H]1N(CCC1)C(CNC(=O)C1=CC=NC2=CC=C(C=C12)OCCCN1CCNCC1)=O